COCC(=O)NC1=CC=C2C(=CNC(C2=C1)=O)C1=C(C=CC=C1)C 2-methoxy-N-(1-oxo-4-(o-tolyl)-1,2-dihydroisoquinolin-7-yl)acetamide